The molecule is a limonoid that is the 2',3'-dihydro derivative of salannin. It has been isolated from Azadirachta indica. It has a role as a plant metabolite. It is an acetate ester, a member of furans, a limonoid, an organic heteropentacyclic compound and a methyl ester. It derives from a salannin. CCC(C)C(=O)O[C@H]1C[C@H]([C@]2(CO[C@@H]3[C@@H]2[C@]1([C@H]([C@]4([C@@H]3O[C@H]5C4=C([C@@H](C5)C6=COC=C6)C)C)CC(=O)OC)C)C)OC(=O)C